(R)-N-(3-((5-bromo-3-methyl-4-oxo-3,4-dihydroquinazolin-6-yl)amino)-2-chloro-4-fluorophenyl)-3-fluoropyrrolidine-1-sulfonamide trifluoroacetate FC(C(=O)O)(F)F.BrC1=C2C(N(C=NC2=CC=C1NC=1C(=C(C=CC1F)NS(=O)(=O)N1C[C@@H](CC1)F)Cl)C)=O